[O-]S(=O)(=O)C(F)(F)F.C(CCCCC)[NH+]1CC(CCC1)C 1-Hexyl-3-Methylpiperidinium triflat